3-[4-amino-5-(trifluoromethyl)pyrrolo[2,1-f][1,2,4]triazin-7-yl]-N-[(3R,4S)-4-fluoro-1-(2-hydroxy-2-methylpropanoyl)pyrrolidin-3-yl]-5-methoxybenzamide NC1=NC=NN2C1=C(C=C2C=2C=C(C(=O)N[C@@H]1CN(C[C@@H]1F)C(C(C)(C)O)=O)C=C(C2)OC)C(F)(F)F